(S)-1'-(6-amino-5-((2,3-dichlorophenyl)thio)pyrazin-2-yl)-1,3-dihydrospiro[indene-2,4'-piperidin]-1-amine NC1=C(N=CC(=N1)N1CCC2(CC1)[C@@H](C1=CC=CC=C1C2)N)SC2=C(C(=CC=C2)Cl)Cl